1,2-diallyl 4-methyl-hexahydrophthalate CC1CC(C(C(=O)OCC=C)CC1)C(=O)OCC=C